methyl n-butyl malonate C(CC(=O)OCCCC)(=O)OC